NC1=NN(C2=NC(=CC(=C21)C2=CC=C(C=C2)NC(=O)C=2C(N(C=CC2OCC)C2=CC=C(C=C2)F)=O)N2CC(N(CC2)C)=O)C N-(4-(3-amino-1-methyl-6-(4-methyl-3-oxopiperazin-1-yl)-1H-pyrazolo[3,4-b]pyridin-4-yl)phenyl)-4-ethoxy-1-(4-fluorophenyl)-2-oxo-1,2-dihydropyridine-3-carboxamide